C(=O)(O)C1=CC2=C(NC(=N2)C2=CC=C(C=C2)C2=NC3=C(N2)C=CC(=C3)C(=O)O)C=C1 1,4-bis(5-carboxyl-1H-benzimidazol-2-yl)benzene